BrCCC1=CC=C(C=C1)NC(=O)NCC1=CC=C(C=C1)Cl 1-(4-(2-bromoethyl)phenyl)-3-(4-chlorobenzyl)urea